3-(thiomorpholin-4-yl)cyclobutane-1-carboxamide N1(CCSCC1)C1CC(C1)C(=O)N